NC1=CC2=C(N=C(N=C2)NC2=CC=C(C=N2)NC(C)=O)N(C1=O)C1CCCC1 N-[6-(6-Amino-8-cyclopentyl-7-oxo-7,8-dihydro-pyrido[2,3-d]pyrimidin-2-ylamino)-pyridin-3-yl]-acetamide